8-amino-N-(2-hydroxyethyl)-1-methyl-4,5-dihydro-1H-pyrazolo[4,3-h]quinazoline-3-carboxamide NC1=NC=2C3=C(CCC2C=N1)C(=NN3C)C(=O)NCCO